6-(1-methyl-1H-pyrazol-4-yl)-4-(6-(4-propylpiperazin-1-yl)pyridin-3-yl)pyrazolo[1,5-a]pyridine-3-carbonitrile CN1N=CC(=C1)C=1C=C(C=2N(C1)N=CC2C#N)C=2C=NC(=CC2)N2CCN(CC2)CCC